4-((5-((S)-1-hydroxy-propan-2-yl)-8-((R)-2-methylazetidin-1-yl)-2,7-naphthyridin-3-yl)pyrimidin-2-yl)-3,3-dimethylpiperidin-4-ol OC[C@@H](C)C1=C2C=C(N=CC2=C(N=C1)N1[C@@H](CC1)C)C1=NC(=NC=C1)C1(C(CNCC1)(C)C)O